5-acetyl-N-((1R,3r,5S)-8-((quinuclidin-4-ylmethyl)sulfonyl)-8-azabicyclo[3.2.1]octan-3-yl)isoxazole-3-carboxamide C(C)(=O)C1=CC(=NO1)C(=O)NC1C[C@H]2CC[C@@H](C1)N2S(=O)(=O)CC21CCN(CC2)CC1